O1C(C(=CC=C1)CO)CO pyrandimethanol